N-(3-methoxybenzyl)-6-(5-(trifluoromethyl)-1,2,4-oxadiazol-3-yl)imidazo[1,2-a]pyridine-2-carboxamide COC=1C=C(CNC(=O)C=2N=C3N(C=C(C=C3)C3=NOC(=N3)C(F)(F)F)C2)C=CC1